ClC1=CC=C2C=3C=CC(=CC3C(C2=C1)(C)C)C1=CC=CC=2N(C3=CC=CC=C3C12)C1=C(C=CC=C1)C=1C2=CC=CC=C2C=2C=CC=CC2C1 4-(7-chloro-9,9-dimethyl-9H-fluoren-2-yl)-9-(2-(Phenanthren-9-yl)phenyl)-9H-carbazole